C(CCCCCCCC)N(CCCOCCCN(CCN(CCCCCCCCC)CCCCCCCCC)CCCCCCCCC)CCCCCCCCC N1-(3-(3-(dinonylamino)propoxy)propyl)-N1,N2,N2-trinonylethane-1,2-diamine